((3-bromo-2-methylphenyl) (methyl) carbamoyl)-1-methyl-1,4,6,7-tetrahydro-5H-imidazo[4,5-c]pyridine-5-carboxylate BrC=1C(=C(C=CC1)N(C(=O)OC(=O)N1CC2=C(CC1)N(C=N2)C)C)C